O=C1NC(CC[C@H]1N1CCC2=CC(=CC=C12)C1CCN(CC1)C(=O)OC(C)(C)C)=O tert-butyl 4-[1-[(3R)-2,6-dioxo-3-piperidyl]indolin-5-yl]piperidine-1-carboxylate